(2R,3S,4R,5S)-2,3,4,5-tetrahydroxy-5-phenylpentanoic acid benzyl ester C(C1=CC=CC=C1)OC([C@@H]([C@H]([C@@H]([C@H](C1=CC=CC=C1)O)O)O)O)=O